2-(3-((2,2-difluoro-2-phenylethyl)amino)-6-(1-methyl-1H-pyrazol-4-yl)-2-oxopyrazin-1(2H)-yl)acetic acid FC(CNC=1C(N(C(=CN1)C=1C=NN(C1)C)CC(=O)O)=O)(C1=CC=CC=C1)F